NC1=C(C=CC=C1)NC(CC)=O N-(2-aminophenyl)propionamide